diethyl-(2-methoxyethyl)amine C(C)N(CCOC)CC